N1(CNCC1)C1=NC=CC(=C1)C(F)(F)F 2-(imidazolidin-1-yl)-4-(trifluoromethyl)pyridine